C(C1=CC=CC=C1)N1C[C@H](C[C@H](C1)C)NC(OC(C)(C)C)=O tert-Butyl ((3S,5R)-1-benzyl-5-methylpiperidin-3-yl)carbamate